C(C1=CC=CC=C1)(=O)C=1C=C(C=CC1)C(C(=O)N1C=CC2=C1N=CN=C2N2C[C@]1([C@H](CN1C(CC#N)=O)C)CC2)C 3-((3S,4R)-6-(7-(2-(3-benzoylphenyl)propionyl)-7H-pyrrolo[2,3-d]pyrimidin-4-yl)-3-Methyl-1,6-diazaspiro[3.4]oct-1-yl)-3-oxopropionitrile